2-Ethyl-4-hydroxymethyl-2-methyl-1,3-dioxolane C(C)C1(OCC(O1)CO)C